COC(=O)N1C[C@@H](OCC1)CNC1=NC=C(C=C1[N+](=O)[O-])C.N1(CCOCC1)C1=CC(=C(C=N1)C1=C(OC(=C1)C=1C=NNC1)C(=O)N)N1CCCCC1 (6-morpholinyl-4-(piperidin-1-yl)pyridin-3-yl)-5-(1H-pyrazol-4-yl)furan-2-carboxamide Methyl-(S)-2-(((5-methyl-3-nitropyridin-2-yl)amino)methyl)morpholine-4-carboxylate